(((((1R,2S,5R)-2-((2-aminoethoxy) carbamoyl)-7-oxo-1,6-diazabicyclo[3.2.1]oct-6-yl) oxy) sulfonyl) oxy)-2,2-dimethylpropionate TFA salt OC(=O)C(F)(F)F.NCCONC(=O)[C@H]1N2C(N([C@H](CC1)C2)OS(=O)(=O)OCC(C(=O)O)(C)C)=O